C1(CC1)C=1C(=C2C(=NC1C(F)(F)F)CCC2)NC(=O)N=[S@](=O)(N)C2=NN(C=C2F)CC (R)-N'-((3-cyclopropyl-2-(trifluoromethyl)-6,7-dihydro-5H-cyclopenta[b]pyridin-4-yl)carbamoyl)-1-ethyl-4-fluoro-1H-pyrazole-3-sulfonimidamide